FC=1C=C(C(NC1)=O)[C@@H]1N(C[C@H](C1)F)C=1C=CC=2N(N1)C(=CN2)C2=NC=CC(=C2)CO 5-fluoro-3-((2R,4S)-4-fluoro-1-(3-(4-(hydroxymethyl)pyridin-2-yl)imidazo[1,2-b]pyridazin-6-yl)pyrrolidin-2-yl)pyridin-2(1H)-one